FC(CC=1C(=NC(=C(C1)N1CCN(CC1)CC=1C=C2NC(C(=NC2=C(C1)F)C)=O)C)C(=O)N)F (2,2-difluoroethyl)-5-(4-((8-fluoro-2-methyl-3-oxo-3,4-dihydroquinoxalin-6-yl)methyl)piperazin-1-yl)-6-methylpyridinecarboxamide